2-chloro-4-methylbenzenesulfonyl chloride ClC1=C(C=CC(=C1)C)S(=O)(=O)Cl